6-fluoro-N-[(1s,4s)-4-{[6-chloro-2-(trifluoromethyl)quinolin-4-yl]amino}cyclohexyl]-3,4-dihydro-2H-1-benzopyran-2-carboxamide FC=1C=CC2=C(CCC(O2)C(=O)NC2CCC(CC2)NC2=CC(=NC3=CC=C(C=C23)Cl)C(F)(F)F)C1